COC(=O)C1=C(NC(=C(C1C1=CC(=CC=C1)[N+](=O)[O-])C(=O)O)C)C 2,6-dimethyl-4-(3-nitrophenyl)-1,4-dihydropyridine-3,5-dicarboxylic acid monomethyl ester